6-phenyl-6-(pyrrolidin-1-yl)-4,5,6,7-tetrahydrobenzothiadiazole C1(=CC=CC=C1)C1(CC2=C(N=NS2)CC1)N1CCCC1